CN(C)CC=1C=C(CNC(C2=CC(=CC=C2)CNC2=NC=C(C3=C2CCO3)C3=CC=NC=C3)=O)C=CC1 N-(3-((Dimethylamino)methyl)benzyl)-3-(((7-(pyridin-4-yl)-2,3-dihydrofuro[3,2-c]pyridin-4-yl)amino)methyl)benzamid